COC[C@H](C1=CC=CC=C1)NC(=O)C=1OC=C(N1)C1=NC(=NC=C1C)NC1=CC=NN1C (S)-N-(2-methoxy-1-phenylethyl)-4-(5-methyl-2-((1-methyl-1H-pyrazol-5-yl)amino)pyrimidin-4-yl)oxazole-2-carboxamide